2,2-difluoro-1-methyl-cyclopropanecarboxylic acid FC1(C(C1)(C(=O)O)C)F